COCP(C1=CC=CC=C1)(C1=CC=CC=C1)=O (methoxymethyl)diphenylphosphorus oxide